ClC1=CC=C(C=C1)SCCC(C(=O)C1=CC=2C(C3=CC=CC=C3C2C=C1)(CCC)CCC)=NO 4-((4-chlorophenyl)thio)-1-(9,9-dipropyl-9H-fluoren-2-yl)-2-(hydroxyimino)butan-1-one